C[C@H]1C(N=C2N1C1=CC=C(C=C1C(N2CC=2C=NN(C2)C)=O)S(=O)(=O)NC2(CC2)C)(C)C (S)-1,2,2-trimethyl-4-((1-methyl-1H-pyrazol-4-yl)methyl)-N-(1-methylcyclopropyl)-5-oxo-1,2,4,5-tetrahydroimidazo[1,2-a]quinazoline-7-sulfonamide